5-(2-fluoro-3,4,5,6-tetradeuterophenyl)-1H-pyrrole-3-formaldehyde FC1=C(C(=C(C(=C1[2H])[2H])[2H])[2H])C1=CC(=CN1)C=O